FC1=C(C(=CC=C1)OC)C=1C=2N(C=C(N1)C(=O)NC1=C(C=CC(=C1)F)N1CCNCC1)C=CN2 8-(2-fluoro-6-methoxyphenyl)-N-[5-fluoro-2-(piperazin-1-yl)phenyl]imidazo[3,2-a]pyrazine-6-carboxamide